2-[[5-(2-Chloro-5-nitrophenyl)-2-furanyl]methylene]-1H-indene-1,3(2H)-dione ClC1=C(C=C(C=C1)[N+](=O)[O-])C1=CC=C(O1)C=C1C(C2=CC=CC=C2C1=O)=O